NC1(CC1)COC=1C(=C2CCCC2=C(C1)C)C 5-[(1-aminocyclopropyl)methoxy]-4,7-dimethyl-2,3-dihydro-1H-inden